(S)-6-(2-amino-4-methylthiazol-5-yl)-2-(1-cyclopropylethyl)-4-(4-fluoro-4-methylpiperidin-1-yl)-1,2-dihydro-3H-pyrrolo[3,4-c]pyridin-3-one hydrochloride Cl.NC=1SC(=C(N1)C)C1=CC2=C(C(=N1)N1CCC(CC1)(C)F)C(N(C2)[C@@H](C)C2CC2)=O